3-(4-(((2r,3s,4r,5r,6s)-3,4,5-trihydroxy-6-(hydroxymethyl)tetrahydro-2h-pyran-2-yl)oxy)phenyl)prop-2-en-1-one O[C@@H]1[C@H](O[C@H]([C@@H]([C@H]1O)O)CO)OC1=CC=C(C=C1)C=CC=O